o-methoxypropiophenone COC1=C(C=CC=C1)C(CC)=O